3-(4-Ethyl-3-pyridinyl)-2,7-naphthyridine-1,6-diamine C(C)C1=C(C=NC=C1)C=1N=C(C2=CN=C(C=C2C1)N)N